1-(4-isopropoxy-phenyl)-ethanol C(C)(C)OC1=CC=C(C=C1)C(C)O